C1(CC1)NC(=O)C=1C=C(C(N(C1)CC1=CC=CC=2N(C=NC21)C(=O)OC(C)(C)C)=O)C(NC)=O Tert-butyl 4-((5-(cyclopropylcarbamoyl)-3-(methylcarbamoyl)-2-oxopyridin-1(2H)-yl) methyl)-1H-benzo[d]imidazole-1-carboxylate